[3-[7-methyl-4-(methylamino)-6,8-dihydro-5H-pyrido[3,4-d]pyrimidin-2-yl]pyrrolidin-1-yl]-[4-(4-methyl-1-piperidyl)phenyl]methanone CN1CC=2N=C(N=C(C2CC1)NC)C1CN(CC1)C(=O)C1=CC=C(C=C1)N1CCC(CC1)C